4-n-Butyl-nitrobenzene C(CCC)C1=CC=C(C=C1)[N+](=O)[O-]